[OH-].C1(=CC=CC=C1)P(C1=CC=CC=C1)(C1=CC=CC=C1)C1=CC=CC=C1 tetraphenyl-phosphine hydroxide